BrC=1C=C(CN2CC=3C(N(C=4N=CC=CC4C3CC2)CC2=CC=C(C=C2)Br)=O)C=CC1 3-(3-bromobenzyl)-6-(4-bromobenzyl)-2,3,4,6-tetrahydropyrido[3,4-c][1,8]naphthyridine-5(1H)-one